C(C)C(C[OH+][O-])CCCC.[W] tungsten 2-ethylhexanol oxide